ClC1=NC=2C=CC=CC2C2=C1NC(N2CC2=CC(=CC=C2)CN2CCOCC2)=O 4-chloro-1-(3-(morpholinylmethyl)benzyl)-1H-imidazo[4,5-c]Quinolin-2(3H)-one